3-(5-((2R,6S)-6-butyltetrahydro-2H-pyran-2-yl)-1-oxoisoindolin-2-yl)piperidine-2,6-dione C(CCC)[C@H]1CCC[C@@H](O1)C=1C=C2CN(C(C2=CC1)=O)C1C(NC(CC1)=O)=O